OC12OC3=C(C1(C(C1=C(C=CC=C12)[N+](=O)[O-])=O)NC(C(=O)C1=C(C=C(C=C1C)C)C)=O)C=CC(=C3)C(C)C N-(4b-hydroxy-7-isopropyl-1-nitro-10-oxo-4b,10-dihydro-9bH-indeno[1,2-b]benzofuran-9b-yl)-2-mesityl-2-oxoacetamide